BrC=1C(=NC=CC1Cl)Cl 3-bromo-2,4-dichloropyridine